2-cyclopropyl-6-fluoro-5-iodo-1-methyl-1H-benzo[d]imidazole C1(CC1)C1=NC2=C(N1C)C=C(C(=C2)I)F